N-(2-(chloromethyl)-4-methoxy-phenyl)-4-methylbenzenesulfonamide ClCC1=C(C=CC(=C1)OC)NS(=O)(=O)C1=CC=C(C=C1)C